N-{1-[2-(1-{4-[(3R)-2,6-dioxopiperidin-3-yl]phenyl}piperidin-4-yl)ethyl]piperidin-4-yl}-1-[6-(2-hydroxyphenyl)pyridazin-4-yl]-4-phenyl-n-propylpiperidine-4-carboxamide O=C1NC(CC[C@@H]1C1=CC=C(C=C1)N1CCC(CC1)CCN1CCC(CC1)NC(=O)C1(CCN(CC1)C(CC)C1=CN=NC(=C1)C1=C(C=CC=C1)O)C1=CC=CC=C1)=O